7-(5-(trifluoromethyl)-1,2,4-oxadiazol-3-yl)imidazo[1,2-a]pyridine-2-carboxamide FC(C1=NC(=NO1)C1=CC=2N(C=C1)C=C(N2)C(=O)N)(F)F